C(C)(C)OC(N[C@@H]1CC[C@H](CC1)C=1SC(=CN1)C1=C(C=C(C=C1)NC(=O)OC(C)(C)C)S(=O)(=O)C1COC1)=O trans-N-[4-[5-[4-(tert-butoxycarbonylamino)-2-(oxetan-3-ylsulfonyl)phenyl]thiazol-2-yl]cyclohexyl]carbamic acid isopropyl ester